5-chloro-2-fluoropyridine-3-boronic acid ClC=1C=C(C(=NC1)F)B(O)O